FC(CN1N=C(C=C1NC1=NNC2=CC(=CC=C12)[C@@H]1C[C@@]12C(NC1=CC=C(C=C21)OC)=O)C)F (1R,2S)-2-(3-{[1-(2,2-difluoroethyl)-3-methyl-1H-pyrazol-5-yl]amino}-1H-indazol-6-yl)-5'-methoxyspiro[cyclopropane-1,3'-indol]-2'(1'H)-one